BrC1=CC=C(C(=O)NC2=CC=CC=C2)C=C1 N-(4-bromobenzoyl)aniline